[Pt+2].C(C)(C)[Si](C(C(=O)C(C)C)C(=O)C(C)C)(OC)OC.C(C)(C)[Si](C(C(=O)C(C)C)C(=O)C(C)C)(OC)OC bis[2-(isopropyldimethoxysilyl)1,3-diisopropyl-1,3-propanedione] platinum (II)